C(\C=C\CCC)OC(CCCCC(=O)OCCCCCCBr)OC\C=C\CCC 6-bromohexyl 6,6-bis(((E)-hex-2-en-1-yl)oxy)hexanoate